N-nonyl-N-dodecyl-urea C(CCCCCCCC)N(C(=O)N)CCCCCCCCCCCC